Cl.NC\C=C(\CN1C=NC2=C1C=C(C=C2C2=CC(=CC=C2)S(NC(C)(C)C)(=O)=O)C(=O)OC)/F methyl (Z)-1-(4-amino-2-fluorobut-2-en-1-yl)-4-(3-(N-(tert-butyl)sulfamoyl)phenyl)-1H-benzo[d]imidazol-6-carboxylate hydrochloride